(1R,3S,5s,7s)-2-(5-chloropyrazin-2-yl)-2-azaadamantane-5-carboxylic acid ClC=1N=CC(=NC1)N1[C@@H]2CC3CC(C[C@@H]1C3)(C2)C(=O)O